ClC=1C=C2C(=CC1)NC(C21CCN(CC1)CCOC=1C=C2C(=NC1)N(N=C2)C2CC(C2)(C)O)=O 5-chloro-1'-[2-({1-[(cis)-3-hydroxy-3-methylcyclobutyl]-1H-pyrazolo[3,4-b]pyridin-5-yl}oxy)ethyl]-1,2-dihydrospiro[indole-3,4'-piperidin]-2-one